N-{(3S,4R,5S)-3-fluoro-5-methyl-1-(2-oxa-6-spiro[3.3]heptyl)-4-piperidyl}-6-[3-(4-mesyl-2-anisidino)-1-propynyl]-1-(2,2,2-trifluoroethyl)-1H-1,3-benzimidazole-4-carboxamide F[C@H]1CN(C[C@@H]([C@H]1NC(=O)C1=CC(=CC=2N(C=NC21)CC(F)(F)F)C#CCNC=2C(OC)=CC=C(C2)S(=O)(=O)C)C)C2CC1(COC1)C2